tert-butyl 2-((2-fluoro-4-iodophenyl) amino)-5-fluorothieno[2,3-b]pyridine-3-carboxylate FC1=C(C=CC(=C1)I)NC1=C(C=2C(=NC=C(C2)F)S1)C(=O)OC(C)(C)C